NC=1SC(=C(N1)C)C=1N=C(SC1)NC1=CC=C(C=C1)NC(CCCC)=O N-[4-[[4-(2-amino-4-methyl-thiazol-5-yl)thiazol-2-yl]amino]phenyl]pentanamide